CC([O-])C.CC([O-])C.CC([O-])C.[Ga+3].O[C@@H]1C[C@@H](CC[C@H]1C)NC1=NC(=NC=C1C(=O)N)SC 4-((1R,3R,4R)-3-hydroxy-4-methylcyclohexylamino)-2-(methylthio)pyrimidine-5-carboxamide gallium tri-isopropoxide